C(#N)C1=CC2=C(C(=NO2)C2=C(C=CC=C2)[C@H](CC2=NC(=CC=C2)OCCOC2OCCCC2)N[S@@](=O)C(C)(C)C)C=C1 (S)-N-{(1S)-1-[2-(6-cyanobenzo[d]isoxazol-3-yl)phenyl]-2-[6-{2-[(tetrahydro-2H-pyran-2-yl)oxy]ethoxy}pyridine-2-yl]ethyl}-2-methylpropane-2-sulfinamide